FC=1C=CC(=C(C1)CC(=O)OCCCC)NS(=O)(=O)C1=CC(=C(C=C1)N1CCCCC1)NC(=O)C1=NN(C2=CC=CC=C12)CC(F)(F)F butyl 2-(5-fluoro-2-((4-(piperidin-1-yl)-3-(1-(2,2,2-trifluoroethyl)-1H-indazole-3-carboxamido)phenyl)sulfonamido)phenyl)acetate